2-(piperidin-4-yloxy)-5-(trifluoromethyl)pyridine hydrochloride Cl.N1CCC(CC1)OC1=NC=C(C=C1)C(F)(F)F